5-(3-(2,2-Difluoroethyl)-2-methyl-3H-imidazo[4,5-b]pyridin-5-yl)-N-(2-(2,2-difluoroethyl)-2-azaspiro[3.5]nonan-7-yl)pyrrolo[2,1-f][1,2,4]triazin-2-amine FC(CN1C(=NC=2C1=NC(=CC2)C=2C=CN1N=C(N=CC12)NC1CCC2(CN(C2)CC(F)F)CC1)C)F